4-{[(1R)-1-(2,4-difluorophenyl)ethyl]amino}-2-methylpyrido[3,4-d]pyrimidin FC1=C(C=CC(=C1)F)[C@@H](C)NC=1C2=C(N=C(N1)C)C=NC=C2